O=C1NC(CCC1N1CCN(C2=CC=CC=C12)C1CCN(CC1)CC(=O)OC(C)(C)C)=O tert-butyl 2-[4-[4-(2,6-dioxo-3-piperidyl)-2,3-dihydroquinoxalin-1-yl]-1-piperidyl]acetate